COC1=CC(=CC=C1O)\C=C\C(=O)CC(=O)\C=C\C1=CC=C(O)C(OC)=C1 E-Curcumin